3-(5-(((1s,4s)-5-benzhydryl-2,5-diazabicyclo[2.2.1]heptan-2-yl)methyl)-1-oxoisoindolin-2-yl)piperidine-2,6-dione C(C1=CC=CC=C1)(C1=CC=CC=C1)N1[C@@H]2CN([C@H](C1)C2)CC=2C=C1CN(C(C1=CC2)=O)C2C(NC(CC2)=O)=O